COC=1C(=CC=C2C=CNC12)C(=O)N1[C@@H](C=2N(CC1)C(=NN2)C2=NC(=NS2)C)C (R)-(7-methoxy-1H-indol-6-yl)(8-methyl-3-(3-methyl-1,2,4-thiadiazol-5-yl)-5,6-dihydro-[1,2,4]triazolo[4,3-a]pyrazin-7(8H)-yl)methanone